NC1=CC=CC(=N1)S(=O)(=O)NC(=O)C=1C(=NC=C(C1)C1=CC(=CC=C1)C#N)N1C(CC(C1)C)(C)C N-[(6-Amino-2-pyridyl)sulfonyl]-5-(3-cyanophenyl)-2-(2,2,4-trimethylpyrrolidin-1-yl)pyridin-3-carboxamid